ethyl 5-(adamantan-1-ylmethyl)-4H-1,2,4-triazole-3-carboxylate C12(CC3CC(CC(C1)C3)C2)CC=2NC(=NN2)C(=O)OCC